tert-Butyl 2-(2-((4-oxo-2-thioxo-2,3,4,5-tetrahydro-1H-pyrrolo[3,2-d]pyrimidin-1-yl)methyl)phenyl)morpholine-4-carboxylate O=C1C2=C(N(C(N1)=S)CC1=C(C=CC=C1)C1CN(CCO1)C(=O)OC(C)(C)C)C=CN2